NC=1C(=CC(=NC1)Br)C1(CC1)C(=O)N (5-amino-2-bromopyridin-4-yl)cyclopropanecarboxamide